CC1(CCNCC1)C Dimethylpiperidine